ClC=1C=C(C2=C(N=C(S2)NC(=O)C23CCCC(CCC2)(C3)C)C1)Cl N-(5,7-dichloro-1,3-benzothiazol-2-yl)-5-methylbicyclo[3.3.1]nonane-1-carboxamide